hexyloxydibutylboron C(CCCCC)OB(CCCC)CCCC